6-Chloro-2-hydroxy-nicotinic acid ClC1=NC(=C(C(=O)O)C=C1)O